3-(9-methyl-6-(4-(trifluoromethoxy)phenyl)-9H-purin-2-yl)pyrrolidine-1-carboxylic acid tert-butyl ester C(C)(C)(C)OC(=O)N1CC(CC1)C1=NC(=C2N=CN(C2=N1)C)C1=CC=C(C=C1)OC(F)(F)F